ClC1=C(C=CC=C1Cl)CC(=N)N (2,3-dichlorophenyl)acetamidine